BrC1=CC2=C(N=C(S2)NCCNC)C=C1 N1-(6-bromobenzo[d]thiazol-2-yl)-N2-methylethane-1,2-diamine